C(C)(C)(C)C=1C(=C(C(=O)OO)C=CC1)Br.ClC1=C2C(=NC(=C1)N1[C@@H](COCC1)C)C(=NS2)C2=CC=NN2 (R)-4-(7-chloro-3-(1H-pyrazol-5-yl)isothiazolo[4,5-b]pyridin-5-yl)-3-methyl-morpholine tert-butyl-bromoperoxybenzoate